BrC1=C(C=C(C=C1)OC(C)(C#C)C)[N+](=O)[O-] 1-bromo-4-(2-methylbutan-3-yn-2-yloxy)-2-nitrobenzene